BrC1=C(C=C2C(=C(N(C2=C1)C1=CC(=C(C=C1)F)C)C)C#N)O 6-bromo-1-(4-fluoro-3-methyl-phenyl)-5-hydroxy-2-methyl-indole-3-carbonitrile